C1=C(OC=C1COP(=O)(O)O)CN The molecule is a member of the class of furans that is 2-furylmethylamine substituted at position 4 by a phosphooxymethyl group. It has a role as a bacterial metabolite. It is an organic phosphate, a member of furans and a primary amino compound. It is a conjugate acid of a [5-(ammoniomethyl)-3-furyl]methyl phosphate(1-).